C(C=C)(=O)NCCCOCCOCCOCCCNC(C=C)=O diethylene glycol bis(3-acrylamidopropyl) ether